NC1=C(C=C(C=N1)NC(C(N1[C@H](CC[C@@H](C1)C)C1=CC2=CN(N=C2C=C1)[C@H]1CN(CC1)C)=O)=O)CC |r| N-(6-Amino-5-ethyl-3-pyridyl)-2-oxo-2-[rac-(2R,5S)-5-methyl-2-[2-[rac-(3R)-1-methylpyrrolidin-3-yl]indazol-5-yl]-1-piperidyl]acetamide